isostearyl-3,5-di-tert-butyl-4-hydroxy-benzene propionate C(CC)(=O)O.C(CCCCCCCCCCCCCCC(C)C)C1=CC(=C(C(=C1)C(C)(C)C)O)C(C)(C)C